C(C1=CC=CC=C1)N1CCC(=CC1)CC1=CC=CC=C1 1-benzyl-4-benzyl-1,2,3,6-tetrahydropyridine